C(C1=CC=CC=C1)N1CCC2(CN=C(O2)N2[C@H](C3=CC=CC=C3CC2)C2=CC=C(C=C2)F)CC1 (S)-8-benzyl-2-(1-(4-fluorophenyl)-3,4-dihydroisoquinolin-2(1H)-yl)-1-oxa-3,8-diazaspiro[4.5]dec-2-ene